[Na+].[Fe+2].C(CN(CC(=O)[O-])CC(=O)[O-])N(CC(=O)O)CC(=O)[O-] ethylenediaminetetraacetate iron sodium